C(C)N1C(=NC(=C1)C(F)(F)F)C1=CC=C(C=C1)B1OC(C(O1)(C)C)(C)C 1-ethyl-2-(4-(4,4,5,5-tetramethyl-1,3,2-dioxaborolan-2-yl)phenyl)-4-(trifluoromethyl)-1H-imidazole